FCC=1[C@@H]([C@@H]([C@H]([C@@H](C1)NCCC1=CC=CC2=CC=CC=C12)O)O)O (1S,2S,3S,6R)-4-(fluoromethyl)-6-((2-(naphthalen-1-yl)ethyl)amino)cyclohex-4-ene-1,2,3-triol